(7-((3,5-dimethylpyridin-2-yl)oxy)-2-azaspiro[3.5]non-2-yl)((1s,3s)-3-hydroxy-3-methylcyclobutyl)methanone CC=1C(=NC=C(C1)C)OC1CCC2(CN(C2)C(=O)C2CC(C2)(C)O)CC1